ClC=1C(=CC(=C(C1)C1=NNC=C1C=1N=C2C=C(C=NC2=CC1)N1CCN(CC1)CCNC(C)C)F)F N-[2-[4-[6-[3-(5-chloro-2,4-difluoro-phenyl)-1H-pyrazol-4-yl]-1,5-naphthyridin-3-yl]piperazin-1-yl]ethyl]propan-2-amine